C=1N=CN2C1C1=CC=CC=C1C2C2C1(COC1)CC2O 5-(5H-imidazo[5,1-a]isoindol-5-yl)-2-oxaspiro[3.3]heptan-6-ol